tert-butyl 5-bromo-1H-benzo[d][1,2,3]triazole-1-carboxylate BrC1=CC2=C(N(N=N2)C(=O)OC(C)(C)C)C=C1